N1(N=NC=C1)C1=NC2=CC=CC=C2C(=C1)[C@@H](C)NC(C1=C(C=CC(=C1)CN)C)=O (R)-N-(1-(2-(1H-1,2,3-triazol-1-yl)quinolin-4-yl)ethyl)-5-(aminomethyl)-2-methylbenzamide